CN1CC(CCC1)NC=1C=C(C(C(=O)N)=CC1)C(=O)N 4-((1-methylpiperidin-3-yl)amino)phthalamide